The molecule is the N-glycosyl compound formed from the deoxy trisaccharide 6-deoxy-alpha-D-Gal-(1->3)-beta-D-Gal-(1->4)-beta-D-Glc by replacement of the OH at the anomeric centre of the glucose residue by an acetylamino group. It is a N-glycosyl compound and a deoxy oligosaccharide derivative. C[C@@H]1[C@@H]([C@@H]([C@H]([C@H](O1)O[C@H]2[C@H]([C@H](O[C@H]([C@@H]2O)O[C@@H]3[C@H](O[C@H]([C@@H]([C@H]3O)O)NC(=O)C)CO)CO)O)O)O)O